3,6-bis{4-(oxazolo[5,4-b]pyridin-2-yl)phenyl}-9-(3,5-dimethylphenyl)-9H-carbazole N1=C(OC2=NC=CC=C21)C2=CC=C(C=C2)C=2C=CC=1N(C3=CC=C(C=C3C1C2)C2=CC=C(C=C2)C=2OC1=NC=CC=C1N2)C2=CC(=CC(=C2)C)C